Octadecyl-phospho-choline C(CCCCCCCCCCCCCCCCC)C(OP(=O)([O-])O)C[N+](C)(C)C